(S)-1-(tert-butoxycarbonyl)-4-((3-cyanoazetidin-1-yl)sulfonyl)piperazine-2-carboxylic acid C(C)(C)(C)OC(=O)N1[C@@H](CN(CC1)S(=O)(=O)N1CC(C1)C#N)C(=O)O